N-[[3-chloro-2-[(3-formyl-2-pyridinyl)sulfanyl]-6-(trifluoromethyl)phenyl]methyl]-2-methyl-propane-2-sulfinamide ClC=1C(=C(C(=CC1)C(F)(F)F)CNS(=O)C(C)(C)C)SC1=NC=CC=C1C=O